3-(1-cyanoethyl)-N-[(1r,3s)-3-{[6-methyl-2-(trifluoromethyl)quinolin-4-yl]amino}cyclohexyl]benzamide C(#N)C(C)C=1C=C(C(=O)N[C@H]2C[C@H](CCC2)NC2=CC(=NC3=CC=C(C=C23)C)C(F)(F)F)C=CC1